The molecule is a succinate salt obtained by combining vatalanib with one molar equivalent of succinic acid. It is a multi-targeted tyrosine kinase inhibitor for all isoforms of VEGFR, PDGFR and c-Kit. It has a role as an angiogenesis inhibitor, an antineoplastic agent, an EC 2.7.10.1 (receptor protein-tyrosine kinase) inhibitor and a vascular endothelial growth factor receptor antagonist. It contains a vatalanib. C1=CC=C2C(=C1)C(=NN=C2NC3=CC=C(C=C3)Cl)CC4=CC=NC=C4.C(CC(=O)O)C(=O)O